NC=1C=C(C=NC1)C(=O)NOCC1=CC=CC=C1 5-amino-N-benzyloxy-pyridine-3-carboxamide